C1(=CC=CC=C1)P(C(C1=C(C=C(C=C1C)C)C)=O)(C1=CC=CC=C1)=O diphenyl(2,4,6-trimethyl-benzoyl)phosphine oxide